FC(C(C)=NC1=CC(=CC=C1)C(F)(F)F)(F)F 1,1,1-trifluoro-N-(3-(trifluoromethyl)phenyl)propan-2-imine